(S)-2,6-di-tert-butoxycarbonylaminohexanoyl-L-tyrosine C(C)(C)(C)OC(=O)NC(C(=O)N[C@@H](CC1=CC=C(C=C1)O)C(=O)O)CCCCNC(=O)OC(C)(C)C